(3-Bromo-5-fluorophenyl)carbamic acid tert-butyl ester C(C)(C)(C)OC(NC1=CC(=CC(=C1)F)Br)=O